N-(2-amino-ethyl)glycine NCCNCC(=O)O